FC1([C@@H]([C@@H]1CN)CN)F ((1R,2S)-3,3-difluorocyclopropane-1,2-diyl)dimethanamine